triazole bromine salt [Br].N1N=NC=C1